C1(=CC=CC2=CC=CC=C12)C1C(=O)OCCC1 α-naphthyl-δ-valerolactone